C1(=CC=CC=C1)S(=O)(=O)N1C(=CC=2C=NC=CC21)CN [1-(benzenesulfonyl)pyrrolo[3,2-c]pyridin-2-yl]methanamine